(E)-N-((5-bromo-6-(2,2,2-trifluoroethoxy)pyridin-2-yl)methylene)-2-methylpropane-2-sulfinamide BrC=1C=CC(=NC1OCC(F)(F)F)\C=N\S(=O)C(C)(C)C